3-[[(7S)-1-[6-[(1S)-1-(2,2,6-trifluoro-1,3-benzodioxol-5-yl)ethoxy]-2-pyridyl]-3-(trifluoromethyl)-4,5,6,7-tetrahydroindazol-7-yl]oxy]cyclobutanecarboxylic acid FC1(OC2=C(O1)C=C(C(=C2)[C@H](C)OC2=CC=CC(=N2)N2N=C(C=1CCC[C@@H](C21)OC2CC(C2)C(=O)O)C(F)(F)F)F)F